2-Bromo-3-[(methylsulfonyl)methyl]-N-(1-methyl-1H-tetrazol-5-yl)-4-(trifluoromethyl)benzamide BrC1=C(C(=O)NC2=NN=NN2C)C=CC(=C1CS(=O)(=O)C)C(F)(F)F